C(CCCCCCCC)C1=C(C=CC=C1)OP(=O)(OC1=C(C=CC=C1)CCCCCCCCC)OC1=C(C=CC=C1)CCCCCCCCC.C(C)O[Si](C=C[Si](OCC)(OCC)OCC)(OCC)OCC 1,2-bis(triethoxysilyl)ethaneN tri(nonylphenyl)phosphate